FC1=C(N)C=CC(=C1)C(=O)C1=CC=C2C(=CC=CN12)C1=CC2=C(N(C=N2)C)C=C1C(F)(F)F 2-Fluoro-4-{8-[1-methyl-6-(trifluoromethyl)-1H-1,3-benzodiazol-5-yl]indolizine-3-carbonyl}aniline